FC1(CCC(CC1)NC1=CC(=NC2=CC=CC=C12)C1=CC=C(C=C1)OC)F N-(4,4-difluorocyclohexyl)-2-(4-methoxyphenyl)quinolin-4-amine